pertechnetate trihydrate O.O.O.[Tc](=O)(=O)(=O)O